5-chloro-2-methoxyphenyl-1H-pyrazolo[4,3-c]pyridin-4-ylglycinate ClC=1C=CC(=C(C1)N(CC(=O)[O-])C1=NC=CC2=C1C=NN2)OC